2-(1-acryloyl-4-(7-(7-hydroxy-3,4-dihydroquinolin-1(2H)-yl)-2-(2-morpholinoethoxy)-5,6,7,8-tetrahydroquinazolin-4-yl)piperazin-2-yl)acetonitrile C(C=C)(=O)N1C(CN(CC1)C1=NC(=NC=2CC(CCC12)N1CCCC2=CC=C(C=C12)O)OCCN1CCOCC1)CC#N